O[C@@H]1[C@@H](O)[C@@H](O)[C@@H](O)[C@@H](O1)CO beta-L-allose